ClC=1C=C(C=CC1C)C=1NC(C=2N(C1)N=C(C2C2C(C2)(F)F)C(=O)O)=O 6-(3-Chloro-4-methylphenyl)-3-(2,2-difluorocyclopropyl)-4-oxo-4,5-dihydropyrazolo[1,5-a]pyrazine-2-carboxylic acid